N1C(=CC=CC=C1)C(=O)[O-] azepinate